1-methyl-6-oxopyrido[3',2':4,5]pyrrolo[1,2-a]quinoxaline-5(6H)-carboxylic acid tert-butyl ester C(C)(C)(C)OC(=O)N1C(C=2N(C=3C(=CC=CC13)C)C1=C(C2)C=CC=N1)=O